1-((2R,5S)-4-((S)-6-chloro-7-(1-cyclopropyl-6-fluoro-1H-indazol-7-yl)-2-(3-(dimethylamino)azetidin-1-yl)-8-fluoroquinazolin-4-yl)-2,5-dimethylpiperazin-1-yl)prop-2-en-1-one ClC=1C=C2C(=NC(=NC2=C(C1C=1C(=CC=C2C=NN(C12)C1CC1)F)F)N1CC(C1)N(C)C)N1C[C@H](N(C[C@@H]1C)C(C=C)=O)C